ClC=1C(=NC(=CN1)Cl)C#N 3-chloro-6-chloropyrazine-2-carbonitrile